tricalcium tin silicate [Si]([O-])([O-])([O-])[O-].[Sn+4].[Ca+2].[Ca+2].[Ca+2]